(R)-3,3'-bis(2,4,6-triisopropylphenyl)-1,1'-binaphthyl-2,2'-diyl hydrogen phosphate P1(=O)(OC2=C(C3=CC=CC=C3C=C2C2=C(C=C(C=C2C(C)C)C(C)C)C(C)C)C2=C(C(=CC3=CC=CC=C23)C2=C(C=C(C=C2C(C)C)C(C)C)C(C)C)O1)O